ClC1=C(C=CC=C1)CC(=O)NC1=CC(=C(C=C1)OC1=CC(=C(C=C1)F)C#N)S(N)(=O)=O 2-(2-chlorophenyl)-N-[4-(3-cyano-4-Fluorophenoxy)-3-sulfamoylphenyl]acetamide